bis(4-methoxyphenyl)phosphinic fluoride COC1=CC=C(C=C1)P(=O)(C1=CC=C(C=C1)OC)F